1-(4-(5-(7,8-dimethyl-[1,2,4]triazolo[1,5-a]pyridin-6-yl)-6-isopropyl-4H-pyrrolo[3,2-d]thiazol-2-yl)cyclohexyl)azetidin-3-ol CC1=C(C=2N(C=C1C1=C(C=3N=C(SC3N1)C1CCC(CC1)N1CC(C1)O)C(C)C)N=CN2)C